O=C1C(C=CC=C1)CCS(=O)(=O)C1=CC=C(C#N)C=C1 4-(2-Oxophenylethanesulfonyl)benzonitrile